OB1OC([C@]2(C[C@H](CN2)N2C(N[C@H](C2=O)C(C)C)(C)C)CCCC1)=O (3R,5R)-8-hydroxy-3-((S)-4-isopropyl-2,2-dimethyl-5-oxoimidazolidin-1-yl)-7-oxa-1-aza-8-boraspiro[4.7]dodecane-6-one